BrC=1C=C(C=C(C1O)Br)C1(CC(CC(C1)C)(C)C)C1=CC(=C(C(=C1)Br)O)Br 1,1-bis(3,5-dibromo-4-hydroxyphenyl)-3,3,5-trimethylcyclohexane